C12CN(CC(CC1)N2)C=2C1=C(N=C(N2)OC[C@]23CCCN3C[C@@H](C2)F)C=C(C=N1)C1=CC=C(C2=C1N=C(S2)N)F 4-(4-(3,8-diazabicyclo[3.2.1]octan-3-yl)-2-(((2R,7aS)-2-fluorotetrahydro-1H-pyrrolizin-7a(5H)-yl)methoxy)pyrido[3,2-d]pyrimidin-7-yl)-7-fluorobenzo[d]thiazol-2-amine